6-(2-chlorophenyl)-2-{[4-(5-methyl-4-oxo-1,3-thiazolidin-2-yl)phenyl]amino}imidazo[1,2-a]pyrimido[5,4-e]pyrimidin-5(6H)-one ClC1=C(C=CC=C1)N1C=2N(C3=C(C1=O)C=NC(=N3)NC3=CC=C(C=C3)C3SC(C(N3)=O)C)C=CN2